FC(C(C(C(F)(F)F)(F)F)(F)F)(S(=O)(=O)[O-])F.CC1=C(C(=CC(=C1)C)C)[S+](C1=CC=CC=C1)C1=CC=CC=C1 2,4,6-trimethylphenyldiphenylsulfonium perfluorobutanesulfonate